ClC1=C(C=C(C=C1)F)C=1C=NC(=NC1)NC1C[C@@H]2[C@@H](CN(C2)CC2CCOCC2)C1 (3aR,5s,6aS)-N-(5-(2-chloro-5-fluorophenyl)pyrimidin-2-yl)-2-((tetrahydro-2H-pyran-4-yl)methyl)octahydro-cyclopenta[c]pyrrol-5-amine